trans-7-amino-2-methyl-2,3,4,4a,10,10a-hexahydro-1H-benzo[b]pyrido[3,4-e][1,4]oxazine-6-carbonitrile NC1=CC=C2C(O[C@H]3[C@H](N2)CN(CC3)C)=C1C#N